COC1=CC=C(CO[C@@H]2C(=C[C@@H]([C@H]([C@@H]2OCC2=CC=C(C=C2)OC)OCC2=CC=C(C=C2)OC)COCC2=CC=C(C=C2)OC)C2=CC(=C(C=C2)Cl)CC2=CC=C(C=C2)OCC)C=C1 (2R,3S,4R,5R)-2,3,4-tri(p-methoxybenzyloxy)-5-((p-methoxybenzyloxy)methyl)-4'-chloro-3'-(4-ethoxybenzyl)-2,3,4,5-tetrahydro-1,1'-biphenyl